C1(CCCCC1)C[C@H](C(=O)N1CC([C@](CC1)(O)CN1C(C=C(C(=C1)C(=O)N1C[C@H](NCC1)C)C1=CC=CC=C1)=O)(C)C)C 1-(((S)-1-((R)-3-Cyclohexyl-2-methylpropanoyl)-4-hydroxy-3,3-dimethylpiperidin-4-yl)methyl)-5-((R)-3-methylpiperazin-1-carbonyl)-4-phenylpyridin-2(1H)-on